6-((4-(4-Acetylpiperazin-1-yl)-3-(trifluoromethyl)phenyl)amino)-7-chlorochinolin-5,8-dion C(C)(=O)N1CCN(CC1)C1=C(C=C(C=C1)NC=1C(C=2C=CC=NC2C(C1Cl)=O)=O)C(F)(F)F